6-(3,5-Dimethylpiperidin-1-yl)-4-((methylamino)methyl)-2,3-dihydro-1H-pyrrolo[3,4-c]pyridine CC1CN(CC(C1)C)C1=CC2=C(C(=N1)CNC)CNC2